C(C)(=O)NC1=C(C(=NC=C1)S(=O)(=O)Cl)C 4-acetamido-3-methylpyridine-2-sulfonyl chloride